2-[2-(aminomethyl)-3,3-difluoro-allyl]-4-[[3-methyl-5-[6-(trifluoromethyl)-3-pyridinyl]-2-thienyl]methyl]-1,2,4-triazol-3-one NCC(CN1N=CN(C1=O)CC=1SC(=CC1C)C=1C=NC(=CC1)C(F)(F)F)=C(F)F